CN(C=1C=CC(=C(C1)N1/C(/SCC1=O)=N/C(=O)NC1=C(C=C(C=C1)C1=NN(C=N1)C1=CC(=CC=C1)C(F)(F)F)C)C(C)C)C (Z)-1-(3-(5-(dimethylamino)-2-isopropylphenyl)-4-oxothiazolidin-2-ylidene)-3-(2-methyl-4-(1-(3-(trifluoromethyl)phenyl)-1H-1,2,4-triazol-3-yl)phenyl)urea